triphenylphosphine ruthenium (ii) dichloride [Ru](Cl)Cl.C1(=CC=CC=C1)P(C1=CC=CC=C1)C1=CC=CC=C1